Cl.C(CCC)O normal butanol hydrochloride